COC=1C=C(C=CC1)C[C@H](CCCC)NC(=O)C=1C=C2C=CC=NC2=CC1 (S)-N-(1-(3-methoxyphenyl)hex-2-yl)quinoline-6-formamide